ClC=1C=CC(=C(C1)C1=CC(NC=N1)=O)C(C)=O 6-(5-chloro-2-acetylphenyl)pyrimidin-4(3H)-one